C(CCCCCCCCCCCCCCCCC)OC=1C=C(CO)C=C(C1OCCCCCCCCCCCCCCCCCC)OCCCCCCCCCCCCCCCCCC 3,4,5-Tri(octadecyloxy)benzyl alcohol